(3-Bromophenoxy)-2-methoxyaniline BrC=1C=C(ONC2=C(C=CC=C2)OC)C=CC1